2-(6-((2S,5R)-4-(1-(3,3-difluoro-2,3-dihydrobenzo[b][1,4]dioxin-6-yl)ethyl)-2,5-dimethylpiperazin-1-yl)-9-ethyl-3-methyl-2-oxo-3,9-dihydro-2H-purin-8-yl)acetonitrile FC1(OC2=C(OC1)C=CC(=C2)C(C)N2C[C@@H](N(C[C@H]2C)C=2C=1N=C(N(C1N(C(N2)=O)C)CC)CC#N)C)F